N=1N=CN(C1)C1=C(C=CC=C1)N1S(C2=C(C1)C(=CC=C2)F)(=O)=O N-(2-(4H-[1,2,4]triazol-4-yl)phenyl)-4-fluorobenzo[d]isothiazol-1,1-dioxide